COC1=CC=C(CN2CCNCC2)C=C1 N-p-methoxybenzylpiperazine